NC=1C(N(N=C(C1N1CCCCC1)C1=C(C=CC=C1)C)C1=CC(=CC=C1)O)=O 4-amino-2-(3-hydroxyphenyl)-5-(piperidin-1-yl)-6-(o-tolyl)pyridazin-3(2H)-one